(2-azido-3-chloroquinolin-7-yl)methanol N(=[N+]=[N-])C1=NC2=CC(=CC=C2C=C1Cl)CO